chol-9(11)-en-24-oic acid methyl ester COC(CC[C@@H](C)[C@H]1CC[C@H]2[C@@H]3CCC4CCCC[C@]4(C)C3=CC[C@]12C)=O